N1CC(CCC1)C1=CC=C(N)C=C1 4-(piperidine-3-yl)aniline